6-(Benzyloxy)-8-chloro-4-(neopentylamino)-1,5-naphthyridine-3-carbonitrile C(C1=CC=CC=C1)OC=1N=C2C(=C(C=NC2=C(C1)Cl)C#N)NCC(C)(C)C